FC=1C=C(C=C(C1)F)C=1NC(=CC1)C1=C(C=CC=C1)[N+](=O)[O-] 2-(3,5-difluorophenyl)-5-(2-nitrophenyl)Azole